FC(C1=NN=C(O1)C1=C(C=C(CN2N=C(N=N2)C=2C=C(C=CC2)C(=O)N2CCOCC2)C=C1)F)F (3-(2-(4-(5-(difluoromethyl)-1,3,4-oxadiazol-2-yl)-3-fluorobenzyl)-2H-tetrazol-5-yl)phenyl)(morpholinyl)methanone